5-(3-{4-[3-(dimethylamino) prop-1-yn-1-yl]-2-fluorophenoxy} propyl)-1,3-thiazole-4-carboxylate CN(CC#CC1=CC(=C(OCCCC2=C(N=CS2)C(=O)[O-])C=C1)F)C